C1(CCCCC1)CNC(CN1N=C(C=CC1=O)C1=CC=C(C=C1)OC)=O N-(cyclohexylmethyl)-2-(3-(4-methoxyphenyl)-6-oxopyridazin-1(6H)-yl)acetamide